C(C1=CC=CC=C1)ON[C@@H]1CC[C@H](NC1)C(=O)OC Methyl (2S,5R)-5-(benzyloxyamino)piperidine-2-carboxylate